ClC1=C(CNC(=O)C2C=3C=CC=NC3C(CC2)=O)C(=CC(=C1)Cl)CO N-(2,4-dichloro-6-(hydroxy-methyl)benzyl)-8-oxo-5,6,7,8-tetrahydroquinoline-5-carboxamide